[Ag].[Au].[Au](C#N)(C#N)C#N gold cyanide gold-silver